C(#N)C1=C(C=CC=C1)C1=CC=CC=C1 cyano-[1,1'-biphenyl]